5-(2-(1,4-oxazepan-3-yl)ethyl)-7-chloro-8-fluoro-2-(methylthio)pyrido[4,3-d]pyrimidin-4-ol O1CC(NCCC1)CCC1=NC(=C(C=2N=C(N=C(C21)O)SC)F)Cl